8-Methoxy-2,3-dihydro-1H-benzo[d]pyrrolo[1,2-a]imidazol-7-amine COC1=C(C=CC=2N=C3N(C21)CCC3)N